(R)-6-((1-(1-(4-aminophenyl)ethyl)-1H-indazol-6-yl)sulfonyl)-4-((3-methoxyphenyl)amino)-8-methylquinoline-3-carboxamide NC1=CC=C(C=C1)[C@@H](C)N1N=CC2=CC=C(C=C12)S(=O)(=O)C=1C=C2C(=C(C=NC2=C(C1)C)C(=O)N)NC1=CC(=CC=C1)OC